C(#N)[C@@H]1C[C@@]2(CN1C(C(=CC(C([2H])([2H])[2H])([2H])C([2H])([2H])[2H])N(C(=O)C=1NC3=C(C(=CC(=C3C1)F)F)F)C([2H])([2H])[2H])=O)C(NC1=CC=CC=C12)=O N-((S)-1-((3r,5'S)-5'-cyano-2-oxospiro[indoline-3,3'-pyrrolidine]-1'-yl)-4-(methyl-d3)-1-oxopenten-2-yl-4,5,5,5-d4)-4,6,7-trifluoro-N-(methyl-d3)-1H-indole-2-carboxamide